FC=1C(=CC=2C3=C(NC(C2C1)=O)COC[C@@H]3NC(C3=CC(=C(C=C3)C(F)(F)F)F)=O)F (R)-N-(8,9-difluoro-6-oxo-1,4,5,6-tetrahydro-2H-pyrano[3,4-c]isoquinolin-1-yl)-3-fluoro-4-(trifluoromethyl)benzamide